NC1=NC=C(C(=N1)N)CN1CCC2=CC(=CC=C12)C1=CC=CC=2N1C=C(N2)C(=O)O 5-(1-((2,4-diaminopyrimidin-5-yl)methyl)indolin-5-yl)imidazo[1,2-a]pyridine-2-carboxylic acid